[Fr].C(C1=CC=CC=C1)(=O)O benzoic acid Francium